2-(hydroxymethyl)-2-methylpropan-1,3-diol OCC(CO)(CO)C